Cl.Cl.C(C)(C)OC(=O)[C@]1([C@@H]2[C@H](CN1)NCC2)CCCCB(O)O 4-((3aS,4R,6aR)-4-(isopropoxycarbonyl)octahydropyrrolo[2,3-c]pyrrol-4-yl)butylboronic acid dihydrochloride